C(=O)O.COC1CN(CCC1)CC=C 3-methoxy-1-allyl-piperidine formate